ClC=1C(=C(C=CC1)N1CCC(CC1)(O)CCN1N=C(C2=C1C[C@@H]1[C@H]2C1)C(=O)OCC)C (3bR,4aR)-ethyl 1-(2-(1-(3-chloro-2-methylphenyl)-4-hydroxypiperidin-4-yl)ethyl)-3b,4,4a,5-tetrahydro-1H-cyclopropa[3,4]cyclopenta[1,2-c]pyrazole-3-carboxylate